Cis-1-tert-butyl-N-{[3-(4-{[(1s,4s)-4-fluorocyclohexyl]amino}-1-(2,2,2-trifluoroethyl)-1H-indol-2-yl)-1,2,4-oxadiazol-5-yl]methyl}-1H-pyrrole-3-carboxamide C(C)(C)(C)N1C=C(C=C1)C(=O)NCC1=NC(=NO1)C=1N(C2=CC=CC(=C2C1)N[C@@H]1CC[C@@H](CC1)F)CC(F)(F)F